NCC(C)=O Aminoacetone